ClC=1C=C(OCC(S(=O)(=O)O)O)C=CC1N1C(NC(CC1)=O)=O 2-(3-chloro-4-(2,4-dioxotetrahydropyrimidin-1(2H)-yl)phenoxy)-1-hydroxyethanesulfonic acid